6-chloro-5-(6-(dimethylamino)-2-methoxypyridin-3-yl)-N-hydroxy-1H-indole-3-carboxamide ClC1=C(C=C2C(=CNC2=C1)C(=O)NO)C=1C(=NC(=CC1)N(C)C)OC